FC(C1(CC1)C1=CC=C(C=C1)CC#N)(F)F 2-(4-(1-(trifluoromethyl)cyclopropyl)phenyl)acetonitrile